bis-[p-(methacryloyloxyethoxy)phenyl]dimethylmethane C(C(=C)C)(=O)OCCOC1=CC=C(C=C1)C(C)(C)C1=CC=C(C=C1)OCCOC(C(=C)C)=O